1-(4-methylbenzoyl)-6-nitro-2H-benzo[d][1,3]Oxazine-2,4(1H)-dione CC1=CC=C(C(=O)N2C(OC(C3=C2C=CC(=C3)[N+](=O)[O-])=O)=O)C=C1